(3S)-3-[9H-fluoren-9-ylmethoxycarbonyl-(methyl)amino]-4-(1,3-oxazolidin-3-yl)-4-oxobutanoic acid C1=CC=CC=2C3=CC=CC=C3C(C12)COC(=O)N([C@@H](CC(=O)O)C(=O)N1COCC1)C